O=C1NC(CCC1C1=CC=C(CN2CCN(CC2)CC2=C(C=C(C=C2)NC(C2=CC(=C(C=C2)C)C#CC2=CN=C3N2N=CC=C3)=O)C(F)(F)F)C=C1)=O N-(4-((4-(4-(2,6-dioxopiperidin-3-yl)benzyl)piperazin-1-yl)methyl)-3-(trifluoromethyl)phenyl)-3-(imidazo[1,2-b]pyridazin-3-ylethynyl)-4-methylbenzamide